C(C)(=O)C1=C(C(=O)OC)C(=CC(=C1)Br)F methyl 2-acetyl-4-bromo-6-fluorobenzoate